OCC(CNC(=O)N1CC(OCC1)C1=CC(=CC=C1)[N+](=O)[O-])CC1=CC=C(C=C1)C(F)(F)F N-[2-(hydroxymethyl)-3-[4-(trifluoromethyl)phenyl]propyl]-2-(3-nitrophenyl)morpholine-4-carboxamide